CC1CCN(CC1)C1=NC=C(C=N1)NC1CCC(CC1)N N1-(2-(4-methylpiperidin-1-yl)pyrimidin-5-yl)cyclohexane-1,4-diamine